glutaric acid, dihydrazide C(CCCC(=O)NN)(=O)NN